C(C)OC1=CC=C(NC2=C(C(=O)O)C=CC(=C2)[N+](=O)[O-])C=C1 2-p-ethoxyanilino-4-nitrobenzoic acid